CC([C@@H](CC(=O)NC[C@H](CC1=CC(=C(C(=O)NC)C=C1C)F)N(C)C)C1=CC=CC=C1)(C)C 4-((S)-3-((R)-4,4-dimethyl-3-phenylpentanamido)-2-(dimethylamino)propyl)-2-fluoro-N,5-dimethylbenzamide